sodium (2R)-2-[(1S)-1,2-dihydroxyethyl]-4-hydroxy-5-oxo-2,5-dihydrofuran-3-carboxylate O[C@@H](CO)[C@@H]1OC(C(=C1C(=O)[O-])O)=O.[Na+]